(1R,3S,5R)-2-(tert-butoxycarbonyl)-5-[(3-ethenylpyrazol-1-yl)methyl]-2-azabicyclo[3.1.0]hexane-3-carboxylic acid C(C)(C)(C)OC(=O)N1[C@@H]2C[C@@]2(C[C@H]1C(=O)O)CN1N=C(C=C1)C=C